N4-butyl-5-chloro-N2-(2-methoxy-4-((4-morpholinopiperidin-1-yl)sulfonyl)phenyl)-7H-pyrrolo[2,3-d]pyrimidine-2,4-diamine C(CCC)NC=1C2=C(N=C(N1)NC1=C(C=C(C=C1)S(=O)(=O)N1CCC(CC1)N1CCOCC1)OC)NC=C2Cl